4-((4-(2-Bromoacetyl)benzamido)methyl)benzoic acid methyl ester COC(C1=CC=C(C=C1)CNC(C1=CC=C(C=C1)C(CBr)=O)=O)=O